C(C1=CC=CC=C1)(=O)N(C(OC(C)(C)C)=O)C=1O[C@@H]([C@@H]([C@@](N1)(C)C1=NC(=CC=C1F)Br)F)C(F)(F)F tert-Butyl benzoyl((4R,5R,6S)-4-(6-bromo-3-fluoropyridin-2-yl)-5-fluoro-4-methyl-6-(trifluoromethyl)-5,6-dihydro-4H-1,3-oxazin-2-yl)carbamate